C(C)(C)(C)OC(=O)NCC1CCC(CC1)C(=O)N[C@@H](CCOC1=C(C=CC(=C1)OC)C=1C=C2C(=CC=NC2=CC1)C(=O)O)CC1=CC2=CC=CC=C2C=C1 6-(2-((R)-3-((1r,4R)-4-((tert-butoxycarbonylamino)methyl)cyclohexanecarboxamido)-4-(naphthalen-2-yl)butoxy)-4-methoxyphenyl)quinoline-4-carboxylic acid